COC1=CC=C(C(=N1)C)S(=O)(=O)C1C(CCC12CCNCC2)N(C)CCOC ((6-methoxy-2-methylpyridin-3-yl)sulfonyl)-N-(2-methoxyethyl)-N-methyl-8-azaspiro[4.5]decan-2-amine